FC=1C=C(C=C2NC(C=3N(C12)N=CC3)=O)CN3CCC(=CC3)C=3C=NC(=CC3)C(=O)NC 1'-((9-fluoro-4-oxo-4,5-dihydropyrazolo[1,5-a]quinoxalin-7-yl)methyl)-N-methyl-1',2',3',6'-tetrahydro-[3,4'-bipyridine]-6-carboxamide